FC1=CC=C(C=C1)CS(=O)(=O)N1CC(N(CC1)C1=CC(=CC(N1)=O)N1C(COCC1)C)C(F)(F)F 6-[4-[(4-fluorophenyl)methanesulfonyl]-2-(trifluoromethyl)piperazin-1-yl]-4-(3-methylmorpholine-4-yl)-1H-pyridin-2-one